Ethyl (2,2,2-trifluoroethyl) carbonate C(OCC)(OCC(F)(F)F)=O